C(CCCCCCCCCCC)SCC1=C(C(=CC(=C1)CSCCCCCCCCCCCC)C)O 2,4-bis(dodecylthiomethyl)-6-methyl-phenol